hydrochloric acid-ammonium salt [NH4+].Cl